4-[3-(2,6-Dichloro-4-pyridin-4-ylbenzoyl)-2,4-dihydro-1,3-benzoxazin-8-yl]-2-morpholin-4-ylbenzoic acid ClC1=C(C(=O)N2COC3=C(C2)C=CC=C3C3=CC(=C(C(=O)O)C=C3)N3CCOCC3)C(=CC(=C1)C1=CC=NC=C1)Cl